C=C1C(C2=CC=CC=C2C1=O)=C(C#N)C#N 2-(2-methylene-3-oxo-2,3-dihydro-1H-indene-1-ylidene)malononitrile